FC=1C(=C(C(=O)NC=2C=CC(=NC2)C=2N=NN(C2NC(O[C@H](C)C=2C(=NC=CC2)F)=O)C)C=CN1)F (R)-1-(2-fluoropyridin-3-yl)ethyl (4-(5-(2,3-difluoroisonicotinamido)pyridin-2-yl)-1-methyl-1H-1,2,3-triazol-5-yl)carbamate